C[C@@H]1OC2(CN(C1=O)C)CCN(CC2)CC2=CC=C(C#N)C=C2 (S)-4-((2,4-Dimethyl-3-oxo-1-oxa-4,9-diazaspiro[5.5]undecan-9-yl)methyl)benzonitril